C(C)(C)(C)OOC(C)(CCC(C)(C1=CC=CC=C1)OOC(C)(C)C)C1=CC=CC=C1 2,5-di-(tert-butylperoxy)-2,5-diphenylhexane